3-(2-((6-methoxypyridin-3-yl)methyl)-1-oxo-1,2-dihydrophthalazin-6-ylsulfonyl)thiophene-2-carboxamide COC1=CC=C(C=N1)CN1C(C2=CC=C(C=C2C=N1)S(=O)(=O)C1=C(SC=C1)C(=O)N)=O